C(C)(C)(C)OC(=O)N1CCC2(COC3=C2C=CC(=C3CO)C(=O)O)CCC1 1-(Tert-Butoxycarbonyl)-7'-(Hydroxymethyl)-2'H-Spiro[Azepane-4,3'-Benzofuran]-6'-Carboxylic Acid